C1(=CC=CC=C1)C(N)=N benzenecarboximidamide